CN(C1=NC=2N(C3=CC=C(C=C13)C(=O)N)C=NN2)C2=CC=CC=C2 5-(methyl-(phenyl)amino)-[1,2,4]triazolo[4,3-a]quinazoline-7-carboxamide